C(C)(C)(C)OC(=O)N1C(C(NCC1)=O)C1=NC(=CC=C1)C=1C(=C2C(=NC1)NC=C2C2CC2)Cl (6-(4-chloro-3-cyclopropyl-1H-pyrrolo[2,3-b]pyridin-5-yl)pyridin-2-yl)-3-oxopiperazine-1-carboxylic acid tert-butyl ester